C1NCC2C1CC(=C2)C=2C=1N(C=C(N2)C=2C=NN(C2)C)N=CC1 4-(1,2,3,3a,6,6a-hexahydrocyclopenta[c]pyrrol-5-yl)-6-(1-methylpyrazol-4-yl)pyrazolo[1,5-a]pyrazine